(2-(1-((2-(3,5-dichlorophenyl)-6-((2-(4-methylpiperazin-1-yl)pyrimidin-5-yl)oxy)pyridin-4-yl)methyl)piperidin-4-yl)ethyl)boronic acid ClC=1C=C(C=C(C1)Cl)C1=NC(=CC(=C1)CN1CCC(CC1)CCB(O)O)OC=1C=NC(=NC1)N1CCN(CC1)C